C(=C)[Si](O[Si](C=C)(OC)OC)(OC)OC 1,3-divinyl-tetramethoxydisiloxane